C12=CC=C([NH+]1[S-])C=C1C=CC(=N1)C=C1C=CC(N1)=CC=1C=CC(N1)=C2 porphyrin sulfide